NC=1C(=NC(=C(N1)F)C1=CC(=C(C=C1)N1CCOCC1)CN(C)CCOC)C=1C=C2CCNC(C2=CC1F)=O 6-(3-amino-5-fluoro-6-(3-(((2-methoxyethyl)(methyl)amino)methyl)-4-morpholinophenyl)pyrazin-2-yl)-7-fluoro-3,4-dihydroisoquinolin-1(2H)-one